methyl (2S)-2-(tert-butoxycarbonylamino)-5,5,5-trifluoro-pentanoate C(C)(C)(C)OC(=O)N[C@H](C(=O)OC)CCC(F)(F)F